(2S,3R,5S)-5-(1-acetoxy-2,2,2-trifluoroethyl)tetrahydrofuran-2,3-diyl diacetate C(C)(=O)O[C@@H]1O[C@@H](C[C@H]1OC(C)=O)C(C(F)(F)F)OC(C)=O